1-(3-chloro-2-fluoro-4-hydroxy-6-methoxybenzyl)azetidin-3-ol Methyl-(2S)-1,6-dimethyl-4-oxopiperidine-2-carboxylate C[C@@]1(N(C(CC(C1)=O)C)C)C(=O)OC1CN(C1)CC1=C(C(=C(C=C1OC)O)Cl)F